2-[1-[4-(6-butoxy-2-pyridyl)-2,6-difluoro-phenyl]-4-piperidyl]acetic acid C(CCC)OC1=CC=CC(=N1)C1=CC(=C(C(=C1)F)N1CCC(CC1)CC(=O)O)F